[Li]C1=C(C=CC=C1)[Li] 1,2-di-lithio-benzene